N(=C=S)C1=CC(=NC=C1)C(=O)O 4-isothiocyanatopicolinic acid